C1CCC2=CC(=CC=C12)OCC1=NC=CC=C1C 2-(((2,3-dihydro-1H-inden-5-yl)oxy)methyl)-3-methylpyridine